OC[C@H]1CN(C[C@H](N1)C=1C(=C2COC(C2=CC1)=O)C)CC1=NN(N=C1)C1=NC=C(C(=N1)C)C#N 2-(4-(((3r,5r)-3-(hydroxymethyl)-5-(4-methyl-1-oxo-1,3-dihydroisobenzofuran-5-yl)piperazin-1-yl)methyl)-2H-1,2,3-triazol-2-yl)-4-methylpyrimidine-5-carbonitrile